copper 2-octadecenyl succinate C(CCC(=O)[O-])(=O)OCC=CCCCCCCCCCCCCCCC.[Cu+2].C(C=CCCCCCCCCCCCCCCC)OC(CCC(=O)[O-])=O